3-(4-methoxyphenyl)-6,6-dimethyl-5-(2-thienyl)piperidin-2-one COC1=CC=C(C=C1)C1C(NC(C(C1)C=1SC=CC1)(C)C)=O